2,2'-azobis(2-methylpropionamidine), hydrate O.N(=NC(C(=N)N)(C)C)C(C(=N)N)(C)C